L-alaninate TFA salt OC(=O)C(F)(F)F.N[C@@H](C)C(=O)O